FC1(CN(C1)C(CC1=CC=C(C=C1)NC(=O)NCC1=CC=C(C=C1)OC)=O)F ({4-[2-(3,3-difluoroazetidinyl)-2-oxoethyl]phenyl}amino)-N-[(4-methoxyphenyl)methyl]carboxamide